(R)-1-(3-((7-(5,7-difluoronaphthalen-1-yl)-8-fluoro-2-((hexahydro-1H-pyrrolizin-7a-yl)methoxy)pyrido[4,3-d]pyrimidin-4-yl)(methyl)amino)pyrrolidin-1-yl)prop-2-en-1-one FC1=C2C=CC=C(C2=CC(=C1)F)C1=C(C=2N=C(N=C(C2C=N1)N([C@H]1CN(CC1)C(C=C)=O)C)OCC12CCCN2CCC1)F